C(N)(=O)C1=C(C=C(C=C1)C=1C(=CC(=C(C1)NC(=O)C1=CN(C(C=C1C(F)F)=O)C)N1C[C@H](N([C@H](C1)C)C)C)F)F |r| N-[5-(4-carbamoyl-3-fluorophenyl)-4-fluoro-2-[rac-(3R,5S)-3,4,5-trimethylpiperazin-1-yl]phenyl]-4-(difluoromethyl)-1-methyl-6-oxopyridine-3-carboxamide